CC1=CC=C(CS(=O)(=O)OC2=NNC(C3=C2NC=N3)=O)C=C1 4-oxo-4,5-dihydro-1H-imidazo[4,5-d]pyridazin-7-yl 4-methylbenzyl-sulfonate